(E)-4-(2-(1-acryloylindol-6-yl)vinyl)-6-(1-methyl-1H-pyrazol-4-yl)pyrazolo[1,5-a]pyridine-3-carbonitrile C(C=C)(=O)N1C=CC2=CC=C(C=C12)/C=C/C=1C=2N(C=C(C1)C=1C=NN(C1)C)N=CC2C#N